rel-3-fluoro-4-iodo-6-methyl-2-{[(1r,4r)-4-(trifluoromethyl)-cyclohexyl]oxy}pyridine FC=1C(=NC(=CC1I)C)OC1CCC(CC1)C(F)(F)F